5-(2-fluoro-4-methylphenoxy)-1-(oxetan-4-yl)-N-[(3S)-2-oxo-5-phenyl-1,3-dihydro-1,4-benzodiazepine-3-Yl]pyrazole-4-carboxamide FC1=C(OC2=C(C=NN2C2CCO2)C(=O)N[C@@H]2C(NC3=C(C(=N2)C2=CC=CC=C2)C=CC=C3)=O)C=CC(=C1)C